FC1(CN(CCC1)CC(=O)NC=1C=C(C(=NC1)C)NC(=O)C1=NN=C2N1C=CC(=C2)C=2C=NN(C2)C)F N-(5-(2-(3,3-difluoropiperidin-1-yl)acetamido)-2-methylpyridin-3-yl)-7-(1-methyl-1H-pyrazol-4-yl)-[1,2,4]triazolo[4,3-a]pyridine-3-carboxamide